BrC1=C(C(=NC=C1)[N+](=O)[O-])NC[C@H]1OCC1 bromo-2-nitro-N-[(2S)-oxetan-2-ylmethyl]pyridin-3-amine